2-bromo-5,6,7,8-tetrahydro-4H-thieno[3,2-c]azepine BrC1=CC=2CNCCCC2S1